2'-deoxyadenosine-3'-phosphate P(=O)(O)(O)O[C@H]1C[C@@H](O[C@@H]1CO)N1C=NC=2C(N)=NC=NC12